S(=O)(=O)(C1=CC=C(C)C=C1)N1CC2=C(CC1)SC(=C2)C2=NOC(=N2)C(F)(F)F 3-(5-tosyl-4,5,6,7-tetrahydrothieno[3,2-c]pyridin-2-yl)-5-(trifluoromethyl)-1,2,4-oxadiazole